ClC1=CC(=CC=2C(=COC21)C=2CN(CCC2)C(=O)OC(C)(C)C)F tert-Butyl 3-(7-chloro-5-fluoro-1-benzofuran-3-yl)-5,6-dihydro-2H-pyridine-1-carboxylate